O(C1=CC=CC=C1)[C@H]1CNCC1 (R)-3-phenoxy-pyrrolidine